C(#N)CC1(CC1)CN1C(=NC2=C1C=C(C=C2)C(=O)O)CN2CCC(CC2)OC2=NC(=CC=C2)COC2=C(C=C(C=C2)C#C)F 1-((1-(cyanomethyl)cyclopropyl)methyl)-2-((4-((6-((4-ethynyl-2-fluorophenoxy)methyl)pyridine-2-yl)oxy)piperidin-1-yl)methyl)-1H-benzo[d]imidazole-6-carboxylic acid